C(C)(C)(C)OC([C@@H](CC1=CC(=CC=C1)CCC(=O)OC)[C@@H]1CN(CC1)C(=O)OC(C)(C)C)=O tert-butyl (3R)-3-[(2S)-1-(tert-butoxy)-3-[3-(3-methoxy-3-oxopropyl)phenyl]-1-oxopropane-2-yl]pyrrolidine-1-carboxylate